O=S1(NC2(CN(C2)C(=O)N2CC3(C2)CC(C3)CC=3C=C(C#N)C=C(C3)C(F)(F)F)CCC1)=O 3-[[2-(6,6-dioxo-6lambda6-thia-2,5-diazaspiro[3.5]nonane-2-carbonyl)-2-azaspiro[3.3]heptan-6-yl]methyl]-5-(trifluoromethyl)benzonitrile